ClC1=C(C=C(OCC(=O)NC23CC(C2)(C3)N3N=CC(=C3)OCC3CC(C3)OC(F)(F)F)C=C1)F 2-(4-chloro-3-fluorophenoxy)-N-[3-(4-{[(1s,3s)-3-(trifluoromethoxy)cyclobutyl]methoxy}-1H-pyrazol-1-yl)bicyclo[1.1.1]pentan-1-yl]acetamide